COC(=O)C=1C(=NC(=NC1Cl)OCC1(CC1)CN1CCOCC1)N1[C@H](CN(CC1)C(=O)OC(C)(C)C)CO.C1=CC=CC=2C3=CC=CC=C3N(C12)C1=CC=C(C=C1)C1=CC=C(C=C1)N1C2=CC=CC=C2C=2C=CC=CC12 4,4'-bis(9-carbazolyl)biphenyl methyl-4-[(2R)-4-tert-butoxycarbonyl-2-(hydroxymethyl)piperazin-1-yl]-6-chloro-2-[[1-(morpholinomethyl)cyclopropyl]methoxy]pyrimidine-5-carboxylate